NC=1N=C(N=C(N1)N)CC1OCC2(CO1)COC(OC2)CC2=NC(=NC(=N2)N)N 3,9-bis[1-(3,5-diamino-2,4,6-triazaphenyl)methyl]-2,4,8,10-tetraoxaspiro[5.5]undecane